BrC=1C(=NC=CC1)CC1N(C(C2=CC=CC=C12)=O)C/C=C/C1=NNC(O1)=O (E)-5-(3-(1-((3-bromopyridin-2-yl)methyl)-3-oxoisoindolin-2-yl)prop-1-en-1-yl)-1,3,4-oxadiazol-2(3H)-one